4-(benzo[d]oxazol-2(3H)-one-5-yl)-N2-(6-(4-methyl-1,4-diazetidin-1-yl)pyridin-3-yl)-5-methylpyrimidine-2,4-diamine O1C(NC2=C1C=CC(=C2)C2(NC(=NC=C2C)NC=2C=NC(=CC2)N2CCN2C)N)=O